2-methylbutanohex-5-en CC1(CCCCC1)CCC=C